[C@@H]1([C@@H](C1)C(=O)Cl)C(=O)Cl E-(1R,2R)-cyclopropane-1,2-dicarboxylic acid chloride